CC1=NC=CC(=C1)C=1C=CC=2N(N1)C=CN2 6-(2-methylpyridin-4-yl)imidazo[1,2-b]pyridazine